Cl.CC(C)C1CNCC1 3-(prop-2-yl)pyrrolidine hydrochloride